OC1=C(C=CC2=CC=CC=C12)S(=O)(=O)O 1-hydroxynaphthalene-2-sulfonic acid